CN(C1=C(N=C(C(=N1)NC=1C=C(OCCCNC(OC(C)(C)C)=O)C=C(C1)F)C(NC)=O)CC)C tert-butyl (3-(3-((6-(dimethylamino)-5-ethyl-3-(methylcarbamoyl)pyrazin-2-yl)amino)-5-fluorophenoxy)propyl)carbamate